3-(5-(3-benzhydryl-3,8-diazabicyclo[3.2.1]octane-8-carbonyl)-7-fluoro-1-oxoisoindolin-2-yl)piperidine-2,6-dione C(C1=CC=CC=C1)(C1=CC=CC=C1)N1CC2CCC(C1)N2C(=O)C=2C=C1CN(C(C1=C(C2)F)=O)C2C(NC(CC2)=O)=O